2-((4-fluorobenzyl)thio)-1-phenyl-1H-imidazole FC1=CC=C(CSC=2N(C=CN2)C2=CC=CC=C2)C=C1